DiazirineBenzoic Acid N1N=C1C1=CC=CC=C1C(=O)O